2-[9-(2-hydroxyethyl)-1,9-diazatricyclo[6.3.1.04,12]dodeca-2,4(12),5,7-tetraen-2-yl]-7-methoxy-1-methyl-benzimidazole-5-carboxylic acid methyl ester COC(=O)C1=CC2=C(N(C(=N2)C=2N3CCN(C4=CC=CC(C2)=C34)CCO)C)C(=C1)OC